NC1=C(C2=C(N=C(N=C2)N[C@H]2[C@@H](CCC2)O)N1C1=C(C(=CC=C1C)O)C)C(=O)N 6-amino-7-(3-hydroxy-2,6-dimethylphenyl)-2-(((1R,2R)-2-hydroxycyclopentyl)amino)-7H-pyrrolo[2,3-d]pyrimidine-5-carboxamide